2-[3-(1,4-diazacycloheptan-1-ylcarbonyl)-4-fluorophenyl]-2H-indazole-7-carboxamide trifluoroacetate salt FC(C(=O)O)(F)F.N1(CCNCCC1)C(=O)C=1C=C(C=CC1F)N1N=C2C(=CC=CC2=C1)C(=O)N